S1C(=CC=C1)C=1SC=NN1 thiophen-2-yl-1,3,4-thiadiazole